(7-Methoxy-1-(methyl-d3)-1H-indazol-6-yl)carbamic acid tert-butyl ester C(C)(C)(C)OC(NC1=CC=C2C=NN(C2=C1OC)C([2H])([2H])[2H])=O